2-[4-(4-Ethoxy-1-methyl-6-oxo-1,6-dihydro-pyridin-3-yl)-pyrazol-1-yl]-4-methoxy-benzonitrile C(C)OC=1C(=CN(C(C1)=O)C)C=1C=NN(C1)C1=C(C#N)C=CC(=C1)OC